C(C)(=O)C1=CC=C(C(=C1C1=CC(N(C=C1OC)C(C(=O)NC1=CC=C(C(=O)O)C=C1)CC1=CC=CC=C1)=O)F)Cl 4-(2-(4-(6-acetyl-3-chloro-2-fluorophenyl)-5-methoxy-2-oxopyridin-1(2H)-yl)-3-phenylpropionamido)benzoic acid